thiazol-5-ylmethyl (4-(pyridin-4-ylmethyl)phenyl)carbamate N1=CC=C(C=C1)CC1=CC=C(C=C1)NC(OCC1=CN=CS1)=O